CC1=C2C(=C(C(=C(C2=C(C=C1)N)N)C)C)C tetramethyl-(1,8-naphthalenediamine)